FC1=C(C=CC=C1C(F)(F)F)C(C)NC1=NC(=NC2=C3C(=C(C=C12)N1CC2(COC2)C1)CCC3)C N-(1-(2-fluoro-3-(trifluoromethyl)phenyl)ethyl)-2-methyl-6-(2-oxa-6-azaspiro[3.3]heptan-6-yl)-8,9-dihydro-7H-cyclopenta[H]quinazolin-4-amine